tetramethyl-benzindole CC=1C(=C2C(=C(NC2=C2C1C=CC=C2)C)C)C